NCCCN1C(=NC=C1)CC(=O)O 1-(3-aminopropyl)imidazoleacetic acid